C(C)(C)(C)OC(=O)N=C1N(C(CC(N1)(CC)CC)=O)C(CCOC)[C@H]1[C@@H](C1)C(=O)OCC (1R,2R)-ethyl 2-(1-(2-((tert-butoxycarbonyl)imino)-4,4-diethyl-6-oxotetrahydropyrimidin-1(2H)-yl)-3-methoxypropyl)cyclopropanecarboxylate